2-(dodecylthiocarbonyl-thio)-2-methylpropanoic acid C(CCCCCCCCCCC)C(=S)SC(C(=O)O)(C)C